(S)-N-(8-bromo-1-methyl-2-oxo-2,3,4,5-tetrahydro-1H-benzo[b]azepin-3-yl)-4-((6-fluoropyridin-2-yl)methyl)-1H-pyrazole-1-carboxamide BrC=1C=CC2=C(N(C([C@H](CC2)NC(=O)N2N=CC(=C2)CC2=NC(=CC=C2)F)=O)C)C1